[O-]P([O-])(=O)OP(=O)([O-])[O-].[K+].[K+].[K+].[K+] potassium diphosphate